8-(3-ethyl-3-methoxyazetidin-1-yl)-N-(2-methoxy-4-(4-methyl-4H-1,2,4-triazol-3-yl)phenyl)-6-methylpyrido[3,4-d]pyrimidin-2-amine C(C)C1(CN(C1)C1=NC(=CC2=C1N=C(N=C2)NC2=C(C=C(C=C2)C2=NN=CN2C)OC)C)OC